C(C)(CC)C1C(NC2=C(CN1C=1NC(C=C(N1)C)=O)C=CC=C2)=O 3-(sec-butyl)-4-(4-methyl-6-oxo-1,6-dihydropyrimidin-2-yl)-1,3,4,5-tetrahydro-2H-benzo[1,4]diazepin-2-one